N-[(4-hydroxy-3-methoxyphenyl)methyl]-7-phenyl-6-heptynyl-amide OC1=C(C=C(C=C1)C[N-]CCCCCC#CC1=CC=CC=C1)OC